CC1(CNC(C1)C)CN(C)C 1-(3,5-dimethylpyrrolidin-3-yl)-N,N-dimethylmethanamine